(R)-6-(3-amino-5-fluoro-6-(3-((3-methoxypyrrolidin-1-yl)methyl)-4-morpholinophenyl)pyrazin-2-yl)-3,4-dihydroisoquinolin-1(2H)-one NC=1C(=NC(=C(N1)F)C1=CC(=C(C=C1)N1CCOCC1)CN1C[C@@H](CC1)OC)C=1C=C2CCNC(C2=CC1)=O